N1C=NC2=C1C=C(C=C2)N2C(SCC2=O)C2=CC=C(C=C2)F 3-(1H-benzo[d]imidazol-6-yl)-2-(4-fluorophenyl)thiazolidin-4-one